CC(C)C1=CC=C(C=C1)NC(=O)N1[C@@H](CCC1)C(=O)NC1=CC=C(C=N1)C1=CC=C(C(=O)O)C=C1 |r| 4-{6-[(1-{[4-(propan-2-yl)phenyl]carbamoyl}-DL-prolyl)amino]pyridin-3-yl}benzoic acid